di(sec-butoxy)divinyl-silane C(C)(CC)O[Si](C=C)(C=C)OC(C)CC